CC1(OB(OC1(C)C)C1=CC2=CC=CC=C2C=C1C1=CC=2C3(C4=CC=CC=C4OC2C=C1)C1=CC=CC=C1C=1C=CC=CC13)C 4,4,5,5-tetramethyl-2-(3-(spiro[fluorene-9,9'-xanthen]-2'-yl)naphthalen-2-yl)-1,3,2-dioxaborolane